(2-bromo-8-chloro-[1,2,4]triazolo[1,5-a]pyrazin-6-yl)benzonitrile BrC1=NN2C(C(=NC(=C2)C2=C(C#N)C=CC=C2)Cl)=N1